1-(4-cyano-2-fluorophenyl)-3-(1-(4-(2,6-dioxopiperidin-3-yl)-5-fluoro-2,3-dihydrobenzofuran-7-yl)azetidine-3-yl)urea C(#N)C1=CC(=C(C=C1)NC(=O)NC1CN(C1)C1=CC(=C(C=2CCOC21)C2C(NC(CC2)=O)=O)F)F